octatetrayne C#CC#CC#CC#C